OC[C@]12CCC(C=C1CC[C@H]1[C@@H]3CCC([C@@]3(C)CC[C@H]21)=O)=O 19-hydroxy-androstane-4-ene-3,17-dione